(5S)-3-bromo-5-methyl-5-[(3R)-3-methyl-1-[[3-(trifluoromethyl)phenyl]methyl]-2,4-dihydroquinolin-3-yl]-4H-isoxazole BrC1=NO[C@@](C1)([C@]1(CN(C2=CC=CC=C2C1)CC1=CC(=CC=C1)C(F)(F)F)C)C